C1(CC1)C=1N=NN(C1)[C@H](C(=O)N1[C@@H](C[C@H](C1)O)C(=O)NCCC=1N=C2N(C(=CC=C2)C)C1)C(C)(C)C (2S,4r)-1-[(2S)-2-(4-cyclopropyl-triazol-1-yl)-3,3-dimethyl-butyryl]-4-hydroxy-N-[2-(5-methylimidazo[1,2-a]pyridin-2-yl)ethyl]pyrrolidine-2-carboxamide